(S or R)-N-(2-(3-(2-(5-fluorothiophen-2-yl)ethyl)-1-(2-(6-methylpyridin-3-yl)propan-2-yl)pyrrolidin-3-yl)propan-2-yl)methane-sulfonamide FC1=CC=C(S1)CC[C@]1(CN(CC1)C(C)(C)C=1C=NC(=CC1)C)C(C)(C)NS(=O)(=O)C |o1:8|